(1-Carbamoyl-3,3-difluorocyclobutyl)methyl(1-((3-chloro-4-fluorophenyl)carbamoyl)-2-methyl-2,4,5,6-tetrahydrocyclopenta[c]pyrrol-4-yl)carbamate C(N)(=O)C1(CC(C1)(F)F)OC(N(C1CCC2=C(N(C=C21)C)C(NC2=CC(=C(C=C2)F)Cl)=O)C)=O